rac-methyl (3S,4S,5R)-8-chloro-2-(4-(difluoromethyl)phenyl)-5,10,10-trihydroxy-6-methoxy-3-phenyl-2,3,4,5-tetrahydro-2,5-methanooxepino[3,2-c]pyridine-4-carboxylate ClC1=CC2=C(C(=N1)OC)[C@@]1([C@H]([C@H]([C@](O2)(C1(O)O)C1=CC=C(C=C1)C(F)F)C1=CC=CC=C1)C(=O)OC)O |&1:12|